FC=1C=C(C=C(C1C=1N=C2N(C=CC(=C2)C)C1C[C@H]1CN(CCO1)C(=O)OC)F)C=1NC=C(N1)C1(CC1)C(=O)O (S)-1-(2-(3,5-difluoro-4-(3-((4-(methoxycarbonyl)morpholin-2-yl)methyl)-7-methylimidazo[1,2-a]pyridin-2-yl)phenyl)-1H-imidazol-4-yl)cyclopropane-1-carboxylic acid